2-((4-(tert-butyl)cyclohexyl)amino)-N-(4-(2-fluorophenyl)pyridin-3-yl)pyrimidine-4-carboxamide C(C)(C)(C)C1CCC(CC1)NC1=NC=CC(=N1)C(=O)NC=1C=NC=CC1C1=C(C=CC=C1)F